[3-(aminomethyl)phenyl]methanamine NCC=1C=C(C=CC1)CN